C1(CCCCC1)CN1C(C2=C(C=3C=CC=NC13)CCN(C2)C(=O)OC(C)(C)C)=O tert-butyl 6-cyclohexylmethyl-5-oxo-1,4,5,6-tetrahydropyrido[3,4-c][1,8]naphthyridine-3(2H)-carboxylate